(3-((5-fluoro-2-((4-(2-methoxyethoxy)phenyl)amino)pyrimidin-4-yl)amino)phenyl)pyrrolidine-3-carboxamide FC=1C(=NC(=NC1)NC1=CC=C(C=C1)OCCOC)NC=1C=C(C=CC1)N1CC(CC1)C(=O)N